CCOCC 2-ethyl oxide